C(#N)C1=C(C=C(C=N1)C(=O)N[C@@H](C)C1=NC=CC=C1)C1=CC(=CC(=C1)F)F 6-cyano-5-(3,5-difluorophenyl)-N-[(1S)-1-(pyridin-2-yl)ethyl]pyridine-3-carboxamide